[Na].S(N)(OC1CCNSCC1)(=O)=O thiazepan-5-yl sulfamate sodium salt